4-FLUORO-3-(TETRAHYDRO-2H-PYRAN-2-YLOXY)PHENYLBORONIC ACID FC1=C(C=C(C=C1)B(O)O)OC1OCCCC1